C(C)(SCCCCCOC1=CC=C(C=C1)C=1CCCC2=C(C1)C=CC=C2)=O S-(5-(4-(6,7-dihydro-5H-benzo[7]annulen-8-yl)phenoxy)pentyl) ethanethioate